2-bromo-5-(pyridin-3-yl)-6,7-dihydrothiazolo[5,4-c]pyridin-4(5H)-one BrC=1SC=2C(N(CCC2N1)C=1C=NC=CC1)=O